C(C)(C)C1=CC=C(CC(C(=O)C2=CC=C(C=C2)N2CCOCC2)(CC)N(C)CCCC)C=C1 2-(4-isopropylbenzyl)-2-[n-butyl-(methyl)amino]-1-(4-morpholinophenyl)butan-1-one